(5-cyclopropyl-3-(2-(trifluoromethoxy)phenyl)isoxazol-4-yl)-methanol C1(CC1)C1=C(C(=NO1)C1=C(C=CC=C1)OC(F)(F)F)CO